COC1=C(C(=CC=C1)OC)C1=CNC2=NC(=CC=C21)NC(=O)[C@H]2[C@@H](C2)CN2CCOCC2 |r| racemic-trans-N-(3-(2,6-dimethoxyphenyl)-1H-pyrrolo[2,3-b]pyridin-6-yl)-2-(morpholinomethyl)cyclopropanecarboxamide